C(C)(C)(C)C=1C=C(N(N1)C=1C=NC=C(C1)F)NC(=O)NC1=C(C=C(C=C1)OC1=CC=NC=2NC(CCC12)=O)C(F)(F)F 1-[5-tert-butyl-2-(5-fluoro-3-pyridyl)pyrazol-3-yl]-3-[4-[(7-oxo-6,8-dihydro-5H-1,8-naphthyridin-4-yl)oxy]-2-(trifluoromethyl)phenyl]urea